ClC=1C(=NC=CC1C1=C(C(=CC=C1)NC1=NC=CC(=C1F)CN1CC(C1)CO)Cl)C1=CC(=C(CNCC2CCC(N2)=O)C=C1)OC 5-(((4-(3-chloro-4-(2-chloro-3-((3-fluoro-4-((3-(hydroxymethyl)azetidin-1-yl)methyl)pyridin-2-yl)amino)phenyl)pyridin-2-yl)-2-methoxybenzyl)amino)methyl)pyrrolidin-2-one